1-(1-Methyl-3-(piperazin-1-yl)-1H-indol-6-yl)dihydropyrimidine-2,4(1H,3H)-dione CN1C=C(C2=CC=C(C=C12)N1C(NC(CC1)=O)=O)N1CCNCC1